iron-nickel sulfate S(=O)(=O)([O-])[O-].[Ni+2].[Fe+2].S(=O)(=O)([O-])[O-]